COCCC(CCC)=O methoxymethyl-pentanone